1-(2,3-dihydro-1H-inden-1-yl)-1H-pyrazol-4-amine hydrochloride Cl.C1(CCC2=CC=CC=C12)N1N=CC(=C1)N